3,5,3',5'-Tetramethyl-4,4'-diglycidyloxybiphenyl CC=1C=C(C=C(C1OCC1CO1)C)C1=CC(=C(C(=C1)C)OCC1CO1)C